3-((4,4-bis((3,7-dimethyloct-6-en-1-yl)oxy)butanoyl)oxy)-2-(((5-(dimethylamino)pentanoyl)oxy)methyl)propyl (9Z,12Z)-octadeca-9,12-dienoate C(CCCCCCC\C=C/C\C=C/CCCCC)(=O)OCC(COC(CCC(OCCC(CCC=C(C)C)C)OCCC(CCC=C(C)C)C)=O)COC(CCCCN(C)C)=O